C(C)[SiH](O[Si](C)(C)O[Si](C)(C)C)C1CCCCC1 ethyl-cyclohexyl-[(trimethylsiloxy)dimethyl-siloxy]silane